FC1(CCC(CC1)NC1=NC(=NC(=C1OCC1=CN=CO1)OC)C=1SC=C(N1)C)F N-(4,4-difluorocyclohexyl)-6-methoxy-2-(4-methylthiazol-2-yl)-5-(oxazol-5-ylmethoxy)pyrimidin-4-amine